NC1=CC(=CC(=N1)C(=O)NC1CC2=CC=CC=C2C1)NC1=CC=CC=2OCOC21 6-Amino-4-(benzo[d][1,3]dioxol-4-ylamino)-N-(2,3-dihydro-1H-inden-2-yl)pyridineamide